N-phenyl-2-(2-(5-(trifluoromethyl)-1,2,4-oxadiazol-3-yl)-6,7-dihydrothieno[3,2-c]pyridin-5(4H)-yl)acetamide C1(=CC=CC=C1)NC(CN1CC2=C(CC1)SC(=C2)C2=NOC(=N2)C(F)(F)F)=O